tetrahydro-3aH-[1,3]dioxolano[4,5-c]pyrrole-4-carboxamide O1COC2C1CNC2C(=O)N